COC=1C=C(CCC2=NC=3N(C(N(C(C3N2)=O)CC#C)=O)CCCCP(OCC)(O)=O)C=CC1 Ethyl hydrogen (4-(8-(3-methoxyphenethyl)-2,6-dioxo-1-(prop-2-yn-1-yl)-1,2,6,7-tetrahydro-3H-purin-3-yl)butyl)phosphonate